C12(CC3CC(CC(C1)C3)C2)NC=2NC(/C(/N2)=C/C2=CC3=C(N=NS3)C=C2)=O (4Z)-2-(1-Adamantylamino)-4-(1,2,3-benzothiadiazol-6-ylmethylene)-1H-imidazol-5-one